(2R)-2-[(2S)-2,4-Dimethylpiperazin-1-yl]-N-(3-{2-[(3-methoxy-1-methyl-1H-pyrazol-4-yl)amino]pyrimidin-4-yl}-1H-indol-7-yl)propanamide C[C@@H]1N(CCN(C1)C)[C@@H](C(=O)NC=1C=CC=C2C(=CNC12)C1=NC(=NC=C1)NC=1C(=NN(C1)C)OC)C